2-(2,6-dioxopiperidin-3-yl)-5-(methyl((1S,2S)-2-(methylamino)cyclohexyl)amino)isoindoline-1,3-dione O=C1NC(CCC1N1C(C2=CC=C(C=C2C1=O)N([C@@H]1[C@H](CCCC1)NC)C)=O)=O